2-(4-{[(1R,2R)-2-hydroxycyclohexyl]amino}-6-methyl-6,7-dihydro-5H-Pyrrolo[3,4-d]pyridazin-1-yl)-5-(trifluoromethyl)phenol O[C@H]1[C@@H](CCCC1)NC=1C2=C(C(=NN1)C1=C(C=C(C=C1)C(F)(F)F)O)CN(C2)C